C(\C=C/CCCCC)O (Z)-oct-2-en-1-ol